ClC1=C(C=C(C=C1)C1=NC=NC2=CC(=CC=C12)N1CCOCC1)C(C(=O)N)C1=NC=CN=C1C 2-[2-Chloro-5-(7-morpholin-4-yl-quinazolin-4-yl)-phenyl]-2-(3-methyl-pyrazin-2-yl)-acetamide